trans-2,4-decadienoic acid C(\C=C\C=CCCCCC)(=O)O